4-piperazine-bis-ethanesulfonic acid N1(CCN(CC1)CCS(=O)(=O)O)CCS(=O)(=O)O